N1N=CC=C1C1CN(CCC1)C=1C2=C(N=C(N1)N)NC=C2 4-(3-(1H-pyrazol-5-yl)piperidin-1-yl)-7H-pyrrolo[2,3-d]pyrimidin-2-amine